p-styrenesulfonic acid tantalum [Ta].C=CC1=CC=C(C=C1)S(=O)(=O)O